(1S,4s)-4-(8-(4-chloro-2,6-difluorophenylamino)-2-((R)-1-phenylpiperidin-3-ylamino)-9H-purin-9-yl)cyclohexanecarboxamide ClC1=CC(=C(C(=C1)F)NC=1N(C2=NC(=NC=C2N1)N[C@H]1CN(CCC1)C1=CC=CC=C1)C1CCC(CC1)C(=O)N)F